N(=[N+]=[N-])C1=C(C(=O)O)C=CC=C1C(F)(F)F 2-azido-3-(trifluoromethyl)benzoic acid